CC1([C@@H]2CCC=3[C@@H]4CC[C@H]([C@@H](CCCC(C)C)C)[C@]4(CCC3[C@]2(CC[C@@H]1O)C)C)C 4,4-dimethyl-5α-cholest-8(9)-en-3β-ol